P(=O)(OC[N+]1(CCN(CC1)C1=CC=CC=2SC=CC21)CCCCOC2=CC=C1C=CC(NC1=C2)=O)(OCCCCO)[O-] (4-(benzo[b]thiophen-4-yl)-1-(4-((2-oxo-1,2-dihydroquinolin-7-yl)oxy)butyl)piperazin-1-ium-1-yl)methyl (4-hydroxybutyl) phosphate